[Si](C)(C)(C(C)(C)C)O[C@H]1C[C@@H](O[C@]1(C#C)CO[Si](C)(C)C(C)(C)C)N1C=CC2=C1N=C(N=C2NC(CCCCCCC)=O)Cl N-(7-((2R,4S,5R)-4-((tert-butyldimethylsilyl)oxy)-5-(((tert-butyldimethylsilyl)oxy)methyl)-5-ethynyltetrahydrofuran-2-yl)-2-chloro-7H-pyrrolo[2,3-d]pyrimidin-4-yl)octanamide